2-[[(2-aminoacetyl)amino]methyl]-N-[(1R)-1-(3,4-dimethoxyphenyl)ethyl]benzamide hydrochloride Cl.NCC(=O)NCC1=C(C(=O)N[C@H](C)C2=CC(=C(C=C2)OC)OC)C=CC=C1